1-(4-(2,3-Dimethylphenyl)piperazin-1-yl)-2-(3-(4-(2-Hydroxyethoxy)piperidin-1-carbonyl)-4,5,6,7-tetrahydro-1H-indazol-1-yl)ethanon CC1=C(C=CC=C1C)N1CCN(CC1)C(CN1N=C(C=2CCCCC12)C(=O)N1CCC(CC1)OCCO)=O